C\C(=C/CCOC1=CC=C(C=C1)CCC(C)=O)\C=C\C 4-(4-(((3E,5E)-4-methylhept-3,5-dien-1-yl)oxy)phenyl)butan-2-one